(2S,3S)-2-(7-((tert-Butoxycarbonyl)(2-fluorobenzyl)amino)-3,5-dichlorothieno[3,2-b]pyridin-2-yl)tetrahydro-2H-pyran-3-carboxylic acid methyl ester COC(=O)[C@@H]1[C@H](OCCC1)C1=C(C2=NC(=CC(=C2S1)N(CC1=C(C=CC=C1)F)C(=O)OC(C)(C)C)Cl)Cl